ClC1=C(C=CC=C1)C=1N=C(SC1)C(=O)O 4-(2-chlorophenyl)thiazole-2-carboxylic acid